6-Bromo-3-nitro-2-(2,2,2-trifluoroethoxy)pyridine BrC1=CC=C(C(=N1)OCC(F)(F)F)[N+](=O)[O-]